lithium bis(allylmalonate) borate salt B([O-])(O)O.C(C=C)C(C(=O)O)C(=O)O.C(C=C)C(C(=O)O)C(=O)O.[Li+]